N-(6-methoxypyridin-3-yl)-2-[methyl(2-{[1,3]thiazolo[4,5-c]pyridin-6-yl}-5H,6H,7H-cyclopenta[d]pyrimidin-4-yl)amino]acetamide COC1=CC=C(C=N1)NC(CN(C=1C2=C(N=C(N1)C1=CC3=C(C=N1)N=CS3)CCC2)C)=O